N2-(3-isopropylphenyl)-2,4-pyrimidinediamine C(C)(C)C=1C=C(C=CC1)NC1=NC=CC(=N1)N